2-amino-9,9-dimethyl-9H-fluorene NC1=CC=2C(C3=CC=CC=C3C2C=C1)(C)C